FC1=C(C=CC=2CC(SC21)C2CCC(CC2)CCC)OCCCC 7-fluoro-6-butoxy-2-(4-propylcyclohexyl)-2,3-dihydrobenzothiophene